CN(C1=CC2=C(C=C(O2)C(=O)NS(=O)(=O)C2CCOCC2)C=C1)C 6-(dimethylamino)-N-(oxane-4-sulfonyl)-1-benzofuran-2-carboxamide